COC(C[C@@H](C(=O)O)C)=O (S)-4-methoxy-2-methyl-4-oxo-butyric acid